FC=1C=C(C(=O)NO)C=C(C1CN1N=NN=C1C=1SC=CC1)F 3,5-difluoro-N-hydroxy-4-((5-(thiophen-2-yl)-1H-tetrazol-1-yl)methyl)benzamide